C(C)N(C1=CC=C(S1)\C=C/1\C(=NOC1=O)C1=CC=CC=C1)CC (Z)-4-((5-(diethylamino)thiophen-2-yl)methylene)-3-phenylisoxazol-5(4H)-one